N(=[N+]=[N-])[C@@H]([C@H](O)C1=CC=C(C=C1)[N+](=O)[O-])CO (1R,2R)-2-azido-1-(4-nitrophenyl)propane-1,3-diol